Methyl 4-chloro-3'-(((2-(3-hydroxycyclopentyl)-1-oxoisoindolin-5-yl)oxy)methyl)-[1,1'-biphenyl]-3-carboxylate ClC1=C(C=C(C=C1)C1=CC(=CC=C1)COC=1C=C2CN(C(C2=CC1)=O)C1CC(CC1)O)C(=O)OC